C(C)C=1C=C(C(=CC1)C1=CC=CC=C1)C#N p-ethylbiphenylnitrile